C1(CC1)C1N(C=2C(=CC=CC2C=2C1=NN(N2)C)[N+](=O)[O-])C 4-cyclopropyl-2,5-dimethyl-6-nitro-4,5-dihydro-2H-[1,2,3]triazolo[4,5-c]quinoline